ClC1=CC=C(C=C1)C=1N=C2C(=NC1)N=C(S2)C2=NC=CC(=C2C2=C(C=CC=C2)C#C)C(=O)N (6-(4-chlorophenyl)thiazolo[4,5-b]pyrazin-2-yl)-3-(2-ethynylphenyl)pyridine-4-carboxamide